2-(2,6-dioxopiperidin-3-yl)-5-((4-(pyridin-2-yl)piperazin-1-yl)methyl)isoindoline-1,3-dione O=C1NC(CCC1N1C(C2=CC=C(C=C2C1=O)CN1CCN(CC1)C1=NC=CC=C1)=O)=O